(E) or (Z)-1-ethyl-4-(hydroxyimino)-3-methyl-9-oxo-4,9-dihydro-1H-naphtho[2,3-d]imidazol-3-ium C(C)N1C=[N+](C2=C1C(C1=CC=CC=C1C2=NO)=O)C